decane-amide C(CCCCCCCCC)(=O)N